N-(3-(N-(4-bromophenyl)-N-(4-morpholinobutyl)sulfamoyl)-4-methoxyphenyl)-2-(trifluoromethyl)-1H-imidazole-5-carboxamide BrC1=CC=C(C=C1)N(S(=O)(=O)C=1C=C(C=CC1OC)NC(=O)C1=CN=C(N1)C(F)(F)F)CCCCN1CCOCC1